N1(CCNCC1)C=1C=C2C=NNC2=C(C1)C(=O)N 5-piperazin-1-yl-1H-indazole-7-carboxamide